2-amino-4-(butylamino)-6-(4-(piperidin-1-ylmethyl)benzyl)pyrido[4,3-d]pyrimidin-5(6H)-one NC=1N=C(C2=C(N1)C=CN(C2=O)CC2=CC=C(C=C2)CN2CCCCC2)NCCCC